6-(2,8-dimethylimidazo[1,2-b]pyridazin-6-yl)-8-fluoro-2-(4-piperidinyl)quinoxaline hydrochloride Cl.CC=1N=C2N(N=C(C=C2C)C=2C=C3N=CC(=NC3=C(C2)F)C2CCNCC2)C1